NC=1N=CC2=CC=C(C(=C2C1)CC(=O)NC1CC(C1)OC1=CC(=C(C=C1)F)C(F)(F)F)F 2-(3-amino-6-fluoroisoquinolin-5-yl)-N-((1r,3r)-3-(4-fluoro-3-(trifluoromethyl)phenoxy)cyclobutyl)acetamide